N-(3-chloro-2-fluoro-6-(2-oxa-6-azaspiro[3.3]heptan-6-yl)benzyl)-1-((6-cyclopropylimidazo[1,2-a]pyridin-2-yl)methyl)-1H-pyrazole-4-carboxamide ClC=1C(=C(CNC(=O)C=2C=NN(C2)CC=2N=C3N(C=C(C=C3)C3CC3)C2)C(=CC1)N1CC2(COC2)C1)F